NC=1C(=NC(=CN1)C1=CC=C(C=C1)S(NCCOC)(=O)=O)C(=O)NC=1C=NC=CC1 3-amino-6-[4-(2-methoxyethylsulfamoyl)phenyl]-N-pyridin-3-ylpyrazine-2-carboxamide